CN1C=CC=2C1=NC=CC2C2=NC=CC1=C2CNC1=O 4-(1-methyl-1H-pyrrolo[2,3-b]pyridin-4-yl)-2,3-dihydro-1H-pyrrolo[3,4-c]pyridin-1-one